(7-amino-2-(1-isobutylpiperidin-4-yl)-4-oxo-4H-chromen-8-yl)sulfamic acid NC1=CC=C2C(C=C(OC2=C1NS(O)(=O)=O)C1CCN(CC1)CC(C)C)=O